OC1=C(C=CC2=CC=CC=C12)C(=O)N[C@H](C(=O)N[C@H](C(=O)N(C)OC)CC=1N=CN(C1)C(C1=CC=CC=C1)(C1=CC=CC=C1)C1=CC=CC=C1)CC(C)C 1-hydroxy-N-((S)-1-(((S)-1-(methoxy(methyl)amino)-1-oxo-3-(1-trityl-1H-imidazol-4-yl)propan-2-yl)amino)-4-methyl-1-oxopentan-2-yl)-2-naphthamide